[Si](C1=CC=CC=C1)(C1=CC=CC=C1)(C(C)(C)C)OCC(CC1=C(N(C2=CC=C(C=C12)C1=NC(=NS1)C(=O)OCC)CC(F)(F)F)C=1C(=NC=CC1)[C@H](C)OC)(C)C ethyl (S)-5-(3-(3-((tert-butyldiphenylsilyl)oxy)-2,2-dimethylpropyl)-2-(2-(1-methoxyethyl) pyridin-3-yl)-1-(2,2,2-trifluoroethyl)-1H-indol-5-yl)-1,2,4-thiadiazole-3-carboxylate